(4-fluoro-1-oxo-5-(piperidin-4-yl)isoindolin-2-yl)piperidine-2,6-dione HCl salt Cl.FC1=C2CN(C(C2=CC=C1C1CCNCC1)=O)N1C(CCCC1=O)=O